CC1=CC=C(C=C1)CNC(CC)=O N-[(4-methylphenyl)methyl]propanamide